3-methylsulfonylpyridine-2-carboxylic acid methyl ester COC(=O)C1=NC=CC=C1S(=O)(=O)C